(methylsulfonyl)-2-nitrophenol CS(=O)(=O)C=1C(=C(C=CC1)O)[N+](=O)[O-]